N-α-(9-fluorenylmethoxycarbonyl)-L-valine CC(C)[C@@H](C(=O)O)NC(=O)OCC1C2=CC=CC=C2C3=CC=CC=C13